1-phenylpiperidine-2,2,6,6-d4 C1(=CC=CC=C1)N1C(CCCC1([2H])[2H])([2H])[2H]